1-methoxy-2,2-dimethyl-indoline CON1C(CC2=CC=CC=C12)(C)C